C1(CC1)N1N=CC(=C1)[C@H]1OCC[C@H](C1)C1=NC2=NC(=C(N=C2C(=N1)C=1C=NC(=CC1)C(F)(F)F)C)C 2-((2S,4R)-2-(1-cyclopropyl-1H-pyrazol-4-yl)tetrahydro-2H-pyran-4-yl)-6,7-dimethyl-4-(6-(trifluoromethyl)pyridin-3-yl)pteridine